tributoxysilyl-octyl-amine C(CCC)O[Si](OCCCC)(OCCCC)NCCCCCCCC